CC1(C=CC2=CC=3CCCC3C=C12)[Li] 1-methyl-1,5,6,7-tetrahydro-s-indacenyllithium